undecenetriene C=CC=CC=CC=CCCC